CN1C(=NN=C1)[C@@H](C1CC(C1)CC#N)C1=CC(=CC=C1)N1C(C2=CC(=CC(=C2C1)C(F)(F)F)CNC1(CCC1)C)=O 2-((1S,3s)-3-((R)-(4-methyl-4H-1,2,4-triazol-3-yl)(3-(6-(((1-methylcyclobutyl)amino)methyl)-1-oxo-4-(trifluoromethyl)isoindolin-2-yl)phenyl)methyl)cyclobutyl)acetonitrile